1-(4,4-dimethyl-2,6-dioxocyclohex-1-ylidene)ethyl-Nε-Fmoc-L-lysine CC1(CC(C(C(C1)=O)=C(C)N[C@@H](CCCCNC(=O)OCC1C2=CC=CC=C2C2=CC=CC=C12)C(=O)O)=O)C